NC1=NN(C=C1C)CC(=O)OC(C)(C)C tert-butyl 2-(3-amino-4-methyl-pyrazol-1-yl)acetate